(2S,4R)-4-hydroxypyrrolidine-1,2-dicarboxylic acid 2-benzyl 1-(tert-butyl) ester C(C)(C)(C)OC(=O)N1[C@@H](C[C@H](C1)O)C(=O)OCC1=CC=CC=C1